BrCCCN1C2=CC=CC=C2C=2C=CC=CC12 9-(3-bromopropyl)-carbazole